C(=O)C1=CC(=C(OC2=NC(=NC=C2)NC2=CC=C(C#N)C=C2)C(=C1)C)C 4-((4-(4-formyl-2,6-dimethylphenoxy)pyrimidin-2-yl)amino)benzonitrile